ClC1=NN2C(N=CC3=C2CCCN3C(=O)NC=3C=NC(=C(C3)Cl)C(NOCC3CC3)=O)=C1 2-chloro-N-(5-chloro-6-((cyclopropylmethoxy)carbamoyl)pyridin-3-yl)-8,9-dihydropyrazolo[1,5-a]pyrido[2,3-e]pyrimidine-6(7H)-carboxamide